Br.C1(=CC=CC=C1)C1=CN=C(S1)N 5-phenyl-1,3-thiazol-2-amine hydrobromide